O=C1NN=CC2=CC=CC=C12 1-oxo-1,2-dihydrophthalazine